BrCC1=CC(=C(C=C1)C=1C(=CC=CC1)S(=O)(=O)N(COC)C1=C(C(=NO1)C)C)COCC 4'-(bromomethyl)-N-(3,4-dimethylisoxazol-5-yl)-2'-(ethoxymethyl)-N-(methoxymethyl)-[1,1'-biphenyl]-2-sulfonamide